C(CCCCC)NC(=O)C1CN(CCCN1C(CCCCCCC)=O)S(=O)(=O)C1=CC=C(C(=O)N2C[C@H]([C@@H](C2)C(=O)N[C@@H]2[C@H](C2)C2=CC=CC=C2)C(=O)N[C@@H]2[C@H](C2)C2=CC=CC=C2)C=C1 (3S,4S)-1-(4-((3-(hexylcarbamoyl)-4-octanoyl-1,4-diazepan-1-yl)sulfonyl)benzoyl)-N3,N4-bis((1S,2R)-2-phenylcyclopropyl)pyrrolidine-3,4-dicarboxamide